(E)-4-(3-(3-bromo-2-hydroxyphenyl)-3-carbonylpropane-1-En-1-yl)-3-fluorobenzonitrile BrC=1C(=C(C=CC1)C(/C=C/C1=C(C=C(C#N)C=C1)F)=C=O)O